methyl 2-(4-chloroanilino)acetate ClC1=CC=C(NCC(=O)OC)C=C1